CN1C(C(CC2=CC=CC(=C12)OC1=CC=CC=C1)NC(=O)N)=O (1-Methyl-2-oxo-8-phenoxy-1,2,3,4-tetrahydroquinolin-3-yl)urea